COC(CO)OC 2,2-dimethoxyethanol